C1(=CC(=CC=C1)N1N=CC2=CC=C(C=C12)N1CCC(CC1)N)C 1-(1-(m-tolyl)-1H-indazol-6-yl)piperidin-4-amine